COC=1C=C(C=CC1OC)/C=C/C(=O)C1=C(C=C(C(=C1)C(C)C)OCC1=CC=C(C=C1)OC)OCC1=CC=C(C=C1)OC (E)-3-(3,4-dimethoxyphenyl)-1-(5-isopropyl-2,4-bis((4-methoxybenzyl)oxy)phenyl)prop-2-en-1-one